C1(CC1)(C1CC1)C1=NC=C(C=N1)C=1N(C(C2=CC(=CC(=C2C1)[C@@H](C)NC1=C(C(=O)OC)C=CC=C1)F)=O)C methyl (R)-2-((1-(3-(2-([1,1'-bi(cyclopropan)]-1-yl)pyrimidin-5-yl)-7-fluoro-2-methyl-1-oxo-1,2-dihydroisoquinolin-5-yl)ethyl)amino)benzoate